O1C(OCC1)C1=CC=CC=2OCOC21 4-(1,3-dioxolan-2-yl)benzo[d][1,3]dioxolan